C(C)(C)(C)OC(=O)N1CCN(CC1)C=1N(CN=C2C=CC(=CC12)Br)C#N 4-(6-bromo-3-cyanoquinazolin-4-yl)piperazine-1-carboxylic acid tert-butyl ester